C(C)(C)(C)OC(=O)N1C(CCC1)C(C(=O)OC)C 2-(1-methoxy-1-oxopropan-2-yl)pyrrolidine-1-carboxylic acid tert-butyl ester